ditertiary butyl peroxide C(C)(C)(C)OOC(C)(C)C